(2S)-5-Formylpyrrolidine-1,2-dicarboxylic acid di-tert-butyl ester C(C)(C)(C)OC(=O)N1[C@@H](CCC1C=O)C(=O)OC(C)(C)C